ClC1=CC(=C(C=C1C#N)NS(=O)(=O)C=1C=C(C(=O)O)C=CC1C1CC1)O[C@@H]1C[C@@H](C1)F 3-(N-(4-chloro-5-cyano-2-(cis-3-fluorocyclobutoxy)phenyl)sulfamoyl)-4-cyclopropylbenzoic acid